2,4-Dichloro-6-methylpyrimidine-5-carboxylic acid methyl ester COC(=O)C=1C(=NC(=NC1C)Cl)Cl